N-(cyclobutylmethyl)-N-[(2S)-2-hydroxy-2-(3-pyridyl)ethyl]-2-(2-naphthyl)acetamide C1(CCC1)CN(C(CC1=CC2=CC=CC=C2C=C1)=O)C[C@H](C=1C=NC=CC1)O